N1=CN=C2NC=NC2=C1C=1C(=NC=CC1)NC=1C=C(C=CC1F)NC(C1=CC(=C(C=C1)Cl)C#N)=O N-(3-(3-(9H-purin-6-yl)pyridin-2-ylamino)-4-fluorophenyl)-4-chloro-3-cyanobenzamide